N1C(CCC1)=O (S)-2-pyrrolidone